C1(CCC1)C1=CC(=NN1C1=CC=C(C=C1)OC(F)(F)F)N1CCNCC1 1-[5-cyclobutyl-1-[4-(trifluoromethoxy)phenyl]pyrazol-3-yl]piperazine